OC(CCCCCCCCCCCCCCCCCC(=O)O)CC 19-Hydroxy-heneicosanoic acid